(9H-fluoren-9-yl)methyl (S)-(1-(4-chlorophenyl)-3-(((4-nitrophenoxy)carbonyl)oxy)propan-2-yl)carbamate ClC1=CC=C(C=C1)C[C@@H](COC(=O)OC1=CC=C(C=C1)[N+](=O)[O-])NC(OCC1C2=CC=CC=C2C=2C=CC=CC12)=O